N,N'-di(2-ethylaminoethyl)-piperazine C(C)NCCN1CCN(CC1)CCNCC